tert-Butyl 3-(3-methoxy-4-methylphenyl)azetidine-1-carboxylate COC=1C=C(C=CC1C)C1CN(C1)C(=O)OC(C)(C)C